4-(4-(3-bromo-6-methylimidazo[1,2-a]pyridin-7-yl)-1H-pyrazol-1-yl)piperidine-1-carboxylic acid tert-butyl ester C(C)(C)(C)OC(=O)N1CCC(CC1)N1N=CC(=C1)C1=CC=2N(C=C1C)C(=CN2)Br